C(C)N1C(C(=CCC1)C1=CC=2C(=NC=CC2C=2SC3=C(N2)C=C(C=C3)N)S1)C (2-(1-ethyl-2-methyl-1,2,5,6-tetrahydropyridin-3-yl)thieno[2,3-b]pyridin-4-yl)benzo[d]thiazol-5-amine